2-(3-(4-((7H-pyrrolo[2,3-d]pyrimidine-4-yl)amino)-1H-pyrazol-1-yl)-1-(methylsulfonyl)azetidin-3-yl)acetonitrile N1=CN=C(C2=C1NC=C2)NC=2C=NN(C2)C2(CN(C2)S(=O)(=O)C)CC#N